pentenyl alcohol C(=CCCC)O